C(CC)C1CCCCC(=O)N1 6-n-propyl-epsilon-caprolactam